3,4,7,8-tetranitro-1,10-phenanthroline [N+](=O)([O-])C=1C=NC2=C3N=CC(=C(C3=CC=C2C1[N+](=O)[O-])[N+](=O)[O-])[N+](=O)[O-]